C1(=CC(=CC=C1)C(N)=S)C m-Toluthioamide